4-Chloro-2-fluoro-7-methylbenzofuran ClC1=CC=C(C2=C1C=C(O2)F)C